OCC1N(CCC1)C1=CC2=C(CC(O2)(C)C)C=C1NC(=O)C=1C=NN2C1N=CC=C2 N-(6-(2-(hydroxymethyl)pyrrolidin-1-yl)-2,2-dimethyl-2,3-dihydrobenzo-furan-5-yl)pyrazolo[1,5-a]pyrimidine-3-carboxamide